C1(CC1)C1=NN(C=C1C1=NC=CC(=C1)C)[C@@H]1C[C@H](C1)CNC=1C=C2C(N(C(C2=CC1)=O)C1C(NC(CC1)=O)=O)=O 5-(((trans-3-(3-cyclopropyl-4-(4-methylpyridin-2-yl)-1H-pyrazol-1-yl)cyclobutyl)methyl)amino)-2-(2,6-dioxopiperidin-3-yl)isoindoline-1,3-dione